C[C@@H]1CCOC1 (3R,4R)-4-methyltetrahydrofuran